benzyl N-methyl-N-(2-[2-[(4-methylbenzenesulfonyl)oxy]ethoxy]ethyl)carbamate CN(C(OCC1=CC=CC=C1)=O)CCOCCOS(=O)(=O)C1=CC=C(C=C1)C